C(C1=CC=CC=C1)(=O)C1=C(C(=C2C=CC=CN12)N1C(C=CC=C1)=NC1=CC=C(C#N)C=C1)C1=CC=CC=C1 4-((1-(3-benzoyl-2-phenylindolizin-1-yl)pyridin-2(1H)-ylidene)amino)benzonitrile